CN(C1=NC(=NC2=C1N(C=1C=C(C=C(C21)F)F)CC2=CC=C(CP(O)(O)=O)C=C2)C)C (4-((4-(dimethylamino)-7,9-difluoro-2-methyl-5H-pyrimido[5,4-b]indol-5-yl)methyl)benzyl)phosphonic acid